C(C)N([C@H]1[C@@H](CCC1)OC=1C=C2CN(C(C2=CC1F)=O)C1C(NC(CC1)=O)=O)CC 3-(5-(((1R,2R)-2-(diethylamino)cyclopentyl)oxy)-6-fluoro-1-oxoisoindolin-2-yl)piperidine-2,6-dione